N1N=CC2=CC=CC(=C12)C#CC1=CC=C(OC2=C(N=NN2)C(=O)O)C=C1 5-(4-(2-(1H-indazol-7-yl)ethynyl)phenoxy)-1H-1,2,3-triazole-4-carboxylic acid